C[N+]1(C[C@@H](OCC1)CC(=O)N1CC(C1)OC1=C(C=2O[B-]([C@H]3C[C@H]3C2C=C1)(O)O)C(=O)O)C (2R,4S)-9-[(1-{[(2S)-4,4-dimethylmorpholin-4-ium-2-yl]acetyl}azetidin-3-yl)oxy]-5,5-dihydroxy-6-oxa-5-boranuidatricyclo[5.4.0.02,4]undeca-1(7),8,10-triene-8-carboxylic acid